1-{4-[4-(3-Chloro-phenyl)-thiazol-2-ylamino]-phenyl}-3-(1H-pyrazol-4-ylmethyl)-urea ClC=1C=C(C=CC1)C=1N=C(SC1)NC1=CC=C(C=C1)NC(=O)NCC=1C=NNC1